C1(CCCC1)N1C(CN(C=2C(N[C@@](NC12)(N)NC1=C(C=C(C=C1)S(=O)(=O)CCN1CCN(CC1)C)OC)=O)C)CC (S)-8-cyclopentyl-7-ethyl-2-[4-[2-(4-methylpiperazin-1-yl)ethylsulfonyl]-2-methoxyphenylamino]-5-methyl-7,8-dihydropterin